(R)-(5-(2-fluoropropan-2-yl)-1,3,4-oxadiazol-2-yl)(4-(4-methoxypyrazolo[1,5-a]pyridin-2-yl)-6,7-dihydro-1H-imidazo[4,5-c]pyridin-5(4H)-yl)methanone FC(C)(C)C1=NN=C(O1)C(=O)N1[C@H](C2=C(CC1)NC=N2)C2=NN1C(C(=CC=C1)OC)=C2